ClC=1C=CC=C2C=CC=C(C12)C=1C(=C2N=CN=C3C2=C(OC[C@@H]2[C@@H]4CC[C@H](CN32)N4)N1)F (5aS,6S,9R)-2-(8-Chloronaphthalen-1-yl)-1-fluoro-5a,6,7,8,9,10-hexahydro-5H-4-oxa-3,10a,11,13,14-pentaaza-6,9-methanonaphtho[1,8-ab]heptalene